acryloxybutyl-bromodimethylsilane C(C=C)(=O)OCCCC[Si](C)(C)Br